N-(pyridin-3-ylmethyl)-1,3-thiazole N1=CC(=CC=C1)CN1CSC=C1